N-(5-(1-methyl-cyclopentyl)isothiazol-3-yl)-2-(3-methyl-isoxazol-5-yl)acetamide CC1(CCCC1)C1=CC(=NS1)NC(CC1=CC(=NO1)C)=O